ClC1=C(C(=CC=C1)Cl)N1C=2N(C3=C(C1=O)C=NC(=N3)NC3=CC=C(C=C3)N3CCN(CC3)C)CCN2 6-(2,6-dichlorophenyl)-2-((4-(4-methylpiperazin-1-yl)phenyl)amino)-8,9-dihydroimidazo[1,2-a]pyrimido[5,4-e]pyrimidin-5(6H)-one